C(#N)C1CN(C1)S(=O)(=O)C=1C=C(C(=O)O)C=CC1 3-((3-cyanoazetidin-1-yl)sulfonyl)benzoic acid